C(#N)C1=CC=C(C=C1)C#CNC1=CC=CC=C1 2-(4-cyanophenyl)ethynylaniline